N-(4-(2-(thieno[3,2-d]pyrimidin-4-ylamino)ethyl)phenyl)methanesulfonamide tert-butyl-(R)-3-((8-bromo-4-(2-methoxy-4-methylphenyl)phthalazin-1-yl)amino)piperidine-1-carboxylate C(C)(C)(C)OC(=O)N1C[C@@H](CCC1)NC1=NN=C(C2=CC=CC(=C12)Br)C1=C(C=C(C=C1)C)OC.N1=CN=C(C2=C1C=CS2)NCCC2=CC=C(C=C2)NS(=O)(=O)C